BrC1=C(C=CC2=C1CCO2)S(=O)(=O)Cl 4-bromo-2,3-dihydrobenzofuran-5-sulfonyl chloride